tert-butyl 4-(cyclopropanecarbonyl)piperazine-1-carboxylate C1(CC1)C(=O)N1CCN(CC1)C(=O)OC(C)(C)C